[(2R,3R,4R,5R)-4-acetoxy-5-[2-chloro-6-[[(3R,5S)-3,5-dimethyl-1-adamantyl]amino] purin-9-yl]-2-[2-[diisopropoxyphosphorylmethyl(ethoxy)phosphoryl]ethyl]tetrahydrofuran-3-yl] acetate C(C)(=O)O[C@@H]1[C@H](O[C@H]([C@@H]1OC(C)=O)N1C2=NC(=NC(=C2N=C1)NC12C[C@]3(C[C@](CC(C1)C3)(C2)C)C)Cl)CCP(=O)(OCC)CP(=O)(OC(C)C)OC(C)C